CN(C([O-])=O)CCNC N-methyl-N-[2-(methylamino) ethyl]Carbamate